Bis(5-((2-hexyldecanoyl)oxy)pentyl) 2-(pyridin-2-yldisulfaneyl)succinate N1=C(C=CC=C1)SSC(C(=O)OCCCCCOC(C(CCCCCCCC)CCCCCC)=O)CC(=O)OCCCCCOC(C(CCCCCCCC)CCCCCC)=O